CCCCCCCC\C=C/CCCCCCCC(CCCCCCCC\C=C/CCCCCCCC)N([C@@H](CCSC)C(=O)[O-])C(=O)OCC1C2=CC=CC=C2C=2C=CC=CC12 (9Z,27Z)-hexatriacont-9,27-dien-18-yl(((9H-fluoren-9-yl)methoxy)carbonyl)methioninate